CN1N=C(C(=C1)C)[C@]1(NC(NC1=O)=O)CNC(OC(C)(C)C)=O |r| rac-tert-butyl {[4-(1,4-dimethyl-1H-pyrazol-3-yl)-2,5-dioxoimidazolidin-4-yl]methyl}carbamate